tert-Butyl N-[(1R)-1-(hydroxymethyl)-2-(1-methylcyclobutyl)ethyl]carbamate OC[C@@H](CC1(CCC1)C)NC(OC(C)(C)C)=O